O=C1N(CCC(N1)=O)C1=CN=C2N1C=CC(=C2)C#CCO[C@@H]2[C@H](CN(CC2)C(=O)OC(C)(C)C)C Tert-butyl (3S,4S)-4-[3-[3-(2,4-dioxohexahydropyrimidin-1-yl)imidazo[1,2-a]pyridin-7-yl] prop-2-ynoxy]-3-methyl-piperidine-1-carboxylate